1-((7-(5-chloro-1-((4-fluoropiperidin-4-yl)methyl)-1H-indol-7-yl)thieno[3,2-b]pyridin-2-yl)methyl)-4-isopropylpiperazine-2,6-dione hydrochloride Cl.ClC=1C=C2C=CN(C2=C(C1)C1=C2C(=NC=C1)C=C(S2)CN2C(CN(CC2=O)C(C)C)=O)CC2(CCNCC2)F